C1(CC1)C1=NC=NC(=C1C=1N=CC2=C(N1)C(=CN2)C(=O)C2=CC=C(C=C2)C=2N(C=C(N2)C(F)(F)F)C)OC [2-(4-cyclopropyl-6-methoxy-pyrimidin-5-yl)-5H-pyrrolo[3,2-d]pyrimidin-7-yl]-[4-[1-methyl-4-(trifluoromethyl)imidazol-2-yl]phenyl]methanone